N-[2,5-difluoro-4-(trifluoromethyl)phenyl]-5-quinolin-8-yl-1H-pyrrole-3-sulfonamide FC1=C(C=C(C(=C1)C(F)(F)F)F)NS(=O)(=O)C1=CNC(=C1)C=1C=CC=C2C=CC=NC12